C(C)(C)(C)OC(N[C@H](C(=O)NN(C(C(F)Cl)=O)CCC(=O)N)CC1CC1)=O tert-butyl((2S)-1-(2-(3-amino-3-oxopropyl)-2-(2-chloro-2-fluoroacetyl)hydrazineyl)-3-cyclopropyl-1-oxopropan-2-yl)carbamate